COC([C@H](CC(C)C)N1C(N=C(C(=C1)Br)C(F)(F)F)=O)=O (S)-2-(5-bromo-2-oxo-4-(trifluoromethyl)pyrimidin-1(2H)-yl)-4-methylpentanoic acid methyl ester